O1C(OCC1)C1=C(COP2(OC[C@@H]3[C@@H](O2)C[C@@H](O3)N3C(NC(C(=C3)F)=O)=O)=O)C=CC(=C1)F 1-((4aR,6R,7aS)-2-((2-(1,3-Dioxolan-2-yl)-4-fluorobenzyl)oxy)-2-oxidotetrahydro-4H-furo[3,2-d][1,3,2]dioxaphosphinin-6-yl)-5-fluoropyrimidine-2,4(1H,3H)-dione